Methyl 2-(4-(3-bromophenoxy)-3-chloro-1-methyl-1H-pyrazole-5-carbonyl)-1-(2,4-dimethylbenzyl)hydrazine-1-carboxylate BrC=1C=C(OC=2C(=NN(C2C(=O)NN(C(=O)OC)CC2=C(C=C(C=C2)C)C)C)Cl)C=CC1